2-(5-cyclopropyl-6-(4-fluorobenzyl)picolinamido)-2-ethyl-4-(2-(2-(2-((7-nitrobenzo[c][1,2,5]oxadiazol-4-yl)amino)ethoxy)ethoxy)ethoxy)butanoate C1(CC1)C=1C=CC(=NC1CC1=CC=C(C=C1)F)C(=O)NC(C(=O)[O-])(CCOCCOCCOCCNC1=CC=C(C2=NON=C21)[N+](=O)[O-])CC